N1(N=CC=C1)C1=CC=C(CN(C=2C3=C(N=CN2)N(C=C3)CC3C(CN(CC3)CC(=O)N)O)C3CC3)C=C1 2-(4-((4-((4-(1H-pyrazol-1-yl)benzyl)(cyclopropyl)amino)-7H-pyrrolo[2,3-d]pyrimidin-7-yl)methyl)-3-hydroxypiperidin-1-yl)acetamide